C(#N)C1CC2(C1)C[C@H](N(CC2)CC2=C1C=CNC1=C(C=C2OC)C)C2=CC=C(C(=O)NC(CC(=O)O)(C)C)C=C2 3-(4-((2R,4s,6S)-2-cyano-7-((5-methoxy-7-methyl-1H-indol-4-yl)methyl)-7-azaspiro[3.5]nonan-6-yl)benzamido)-3-methylbutanoic acid